OC1=C(C(C2=CC=CC=C12)=O)C1=CC(=NC=C1)C(F)(F)F 3-hydroxy-2-(2-(trifluoromethyl)pyridin-4-yl)-1H-inden-1-one